FC1=CC=C2C3=C(C=NC(NC=4C=C(C=C(OC(CCCCOC2=C1)C)N4)CS(=O)(C)=N)=C3)F (5,24-difluoro-13-methyl-8,14-dioxa-20,22,26-triazatetracyclo[19.3.1.115,19.02,7]hexacosa-1(24),2,4,6,15,17,19(26),21(25),22-nonaen-17-yl)methyl-imino-methyl-oxo-λ6-sulfane